1-(3-((7-methoxy-4-(phenylamino)quinazolin-6-yl)oxy)azetidin-1-yl)prop-2-en-1-one COC1=C(C=C2C(=NC=NC2=C1)NC1=CC=CC=C1)OC1CN(C1)C(C=C)=O